Tert-butyl (N-(2-((4-(N-(3-bromo-4-fluorophenyl)-N'-hydroxycarbamimidoyl)-1,2,5-oxadiazol-3-yl)oxy)ethyl)sulfamoyl)carbamate BrC=1C=C(C=CC1F)NC(=NO)C=1C(=NON1)OCCNS(=O)(=O)NC(OC(C)(C)C)=O